C(C1=CC=CC=C1)OC(=O)N1[C@H]2[C@@H]([C@@H](C1)OCC1=CC=CC=C1)OCC2=O (3as,6aS)-6R-benzyloxy-3-oxo-hexahydro-furo[3,2-b]pyrrole-4-carboxylic Acid Benzyl Ester